CO[Si](OC)(OC)CC[Si](CCC)(O[SiH](C)C)CC[Si](OC)(OC)OC bis(trimethoxysilylethyl)-dimethylsiloxy-n-propylsilane